(2S)-2-[[(2S)-2-[[2-[2-[2-(2-azidoethoxy)ethoxy]ethoxy]acetyl]amino]-3-methyl-butanoyl]amino]-N-[4-(bromomethyl)phenyl]-5-ureido-pentanamide N(=[N+]=[N-])CCOCCOCCOCC(=O)N[C@H](C(=O)N[C@H](C(=O)NC1=CC=C(C=C1)CBr)CCCNC(=O)N)C(C)C